(4-(4-methoxy-phenethyl)phenyl)ethan-1-ol COC1=CC=C(CCC2=CC=C(C=C2)C(C)O)C=C1